methyl 8-amino-5-(4-amino-2-methylphenyl)-6-oxo-3-isopropoxypyrido[3,2-b]pyrazine-7-carboxylate NC1=C(C(N(C=2C1=NC=C(N2)OC(C)C)C2=C(C=C(C=C2)N)C)=O)C(=O)OC